1-Trimethoxysilylethyl-3-bis(trimethoxysilylpropylamino)methylsilylethyl-1,1,3,3-tetramethyldisiloxane CO[Si](C(C)[Si](O[Si](C)(C)CC[SiH2]C(NCCC[Si](OC)(OC)OC)NCCC[Si](OC)(OC)OC)(C)C)(OC)OC